2-(Didodecylamino)-1-(4-(N-(2-(dinonylamino)ethyl)-N-nonylglycyl)piperazin-1-yl)ethan C(CCCCCCCCCCC)N(CCN1CCN(CC1)C(CN(CCCCCCCCC)CCN(CCCCCCCCC)CCCCCCCCC)=O)CCCCCCCCCCCC